FC1=C(O[C@H](C)C2=CC=C(C=3N2C(=NN3)COCC)C(F)(F)F)C=CC(=C1)F ((R)-1-(2,4-Difluorophenoxy)ethyl)-3-(ethoxymethyl)-8-(trifluoromethyl)[1,2,4]triazolo[4,3-a]pyridine